2,5-dimethoxy-4-cyclopropylmethylsulfanyl-phenethylamine COC1=C(CCN)C=C(C(=C1)SCC1CC1)OC